FC1=C2C(NC(=NC2=CC(=C1)OCC1CCN(CC1)CCC1=CC=C(C=N1)C1=CC=C(C=C1)NC1C(NC(CC1)=O)=O)CSC1CCOCC1)=O 3-((4-(6-(2-(4-(((5-fluoro-4-oxo-2-(((tetrahydro-2H-pyran-4-yl)thio)methyl)-3,4-dihydroquinazolin-7-yl)oxy)methyl)piperidin-1-yl)ethyl)pyridin-3-yl)phenyl)amino)piperidine-2,6-dione